(2R,4R)-1-cyano-N-[1-(5-fluoro-3-pyridyl)-2-oxo-2-[[(1S)-1-phenylethyl]amino]ethyl]-4-hydroxy-4-methyl-N-(4-phenylphenyl)pyrrolidine-2-carboxamide C(#N)N1[C@H](C[C@@](C1)(C)O)C(=O)N(C1=CC=C(C=C1)C1=CC=CC=C1)C(C(N[C@@H](C)C1=CC=CC=C1)=O)C=1C=NC=C(C1)F